FC=1C=C(C=NC1)[C@@H]([C@H]1CCC(N1C(=O)OC(C)(C)C)(C)C)O tert-butyl (R)-5-((S)-(5-fluoropyridin-3-yl)(hydroxy)-methyl)-2,2-dimethylpyrrolidine-1-carboxylate